3-chloro-4-[3-[(3,3-dimethylpyrrolidin-1-yl)methyl]-3-methoxy-pyrrolidin-1-yl]-2,6-difluoro-N-(6-fluoro-2-pyridyl)benzenesulfonamide ClC=1C(=C(C(=CC1N1CC(CC1)(OC)CN1CC(CC1)(C)C)F)S(=O)(=O)NC1=NC(=CC=C1)F)F